C(C1=CC=CC=C1)OC(=O)NCCCN1CC(CC(C1)NC(=O)OC(C)(C)C)NC(OC(C)(C)C)=O Tert-butyl N-[1-[3-(benzyloxycarbonylamino)propyl]-5-(tert-butoxycarbonylamino)-3-piperidyl]carbamate